COC1=CC=C(CC(C(C)N)N)C=C1 (4-methoxybenzyl)-1,2-propanediamine